1-[4-[2-Hydroxy-3-(9H-carbazole-4-yloxy)propylamino]phenyl]-3-(4-methoxyphenyl)-2-propene-1-one OC(CNC1=CC=C(C=C1)C(C=CC1=CC=C(C=C1)OC)=O)COC1=CC=CC=2NC3=CC=CC=C3C12